3-[8-(4-fluorophenyl)-2,2-dimethyl-2H-chromen-6-yl]-N-(4-hydroxyphenyl)acrylamide FC1=CC=C(C=C1)C=1C=C(C=C2C=CC(OC12)(C)C)C=CC(=O)NC1=CC=C(C=C1)O